9,9-dimethyl-7-(3-(4,4,5,5-tetramethyl-1,3,2-dioxaborolan-2-yl)phenyl)-9H-fluorene-2-carbonitrile CC1(C2=CC(=CC=C2C=2C=CC(=CC12)C#N)C1=CC(=CC=C1)B1OC(C(O1)(C)C)(C)C)C